O=C(CCC(=O)O)OCC1=CC(=CC=C1)OC1=CC=CC=C1 4-oxo-4-(3-phenoxybenzyloxy)butyric acid